NC=1N=CC2=C(N1)N(C=C2Cl)C=2C=C(C=CC2)C#CC(C)(O)C=2SC=CN2 4-(3-(2-amino-5-chloro-7H-pyrrolo[2,3-d]pyrimidin-7-yl)phenyl)-2-(thiazol-2-yl)but-3-yn-2-ol